(+-)-N-(2,6-dimethylphenyl)-4-[2-hydroxy-3-(2-methoxyphenoxy)propyl]-1-piperazineacetamide CC1=C(C(=CC=C1)C)NC(CN1CCN(CC1)C[C@H](COC1=C(C=CC=C1)OC)O)=O |r|